C(C)OC1=C(O[C@H]2CN(CCC2)C2=CN=CC(=N2)NC(CCC2=CC=C(C=C2)C2CC2)=O)C=CC=C1 (R)-1-(4-(3-((6-(3-(2-Ethoxyphenoxy)piperidin-1-yl)pyrazin-2-yl)amino)-3-oxopropyl)phenyl)cyclopropan